F[C@@H]1[C@@H](C1)NC(=O)N ((1R,2S)-2-fluorocyclopropyl)urea